FC1=C(CC2=NC3=C(N2[C@@H]2COCC2(C)C)C=C(C=C3)C(=O)O)C=C(C(=C1)C1=NC(=CC=C1)OCC1=C(C=C(C=C1)C=1C=NN(C1)C)F)F (S)-2-(2,5-difluoro-4-(6-((2-fluoro-4-(1-methyl-1H-pyrazol-4-yl)benzyl)oxy)pyridin-2-yl)benzyl)-1-(4,4-dimethyltetrahydrofuran-3-yl)-1H-benzo[d]imidazole-6-carboxylic acid